C(#N)C[C@H]1CN(CCN1C(C=C)=O)C1=CC(=NC(=N1)NCC1CN(CCC1)C)C(=O)NC1=CC(=CC2=CC=CC=C12)O 6-[(3S)-3-(cyanomethyl)-4-prop-2-enoyl-piperazin-1-yl]-N-(3-hydroxy-1-naphthyl)-2-[(1-methyl-3-piperidyl)methylamino]pyrimidine-4-carboxamide